N-methyl-N-(5-methyl-2-nitrophenyl)ethanesulfonamide CN(S(=O)(=O)CC)C1=C(C=CC(=C1)C)[N+](=O)[O-]